1-(8-methoxy-5-methyl-3,4-dihydroquinolin-1(2H)-yl)ethane COC=1C=CC(=C2CCCN(C12)CC)C